tert-butyl N-cyclopropyl-N-[1-[8-[(8-methoxy-1,3-dimethyl-pyrrolo[1,2-a]pyrazin-7-yl)carbamoyl]-2-methyl-imidazo[1,2-a]pyridin-5-yl]-4-piperidyl]carbamate C1(CC1)N(C(OC(C)(C)C)=O)C1CCN(CC1)C1=CC=C(C=2N1C=C(N2)C)C(NC=2C(=C1N(C=C(N=C1C)C)C2)OC)=O